(E)-3-(3,4,5-trimethoxyphenyl)-1-(4-methoxy-2-(3,4,5-trimethoxyphenoxy)phenyl)prop-2-en-1-one COC=1C=C(C=C(C1OC)OC)/C=C/C(=O)C1=C(C=C(C=C1)OC)OC1=CC(=C(C(=C1)OC)OC)OC